Methyl-Cholanthrene CC1CC2=CC=CC3=CC=4C5=CC=CC=C5C=CC4C1=C23